9-((4-(((S)-2-hydroxy-1-phenylethyl)amino)-5-(3-(quinuclidin-4-yl)-1,2,4-oxadiazol-5-yl)pyrimidin-2-yl)amino)-1,3,4,10b-tetrahydro-6H-[1,4]oxazino[3,4-a]isoindol-6-one OC[C@H](C1=CC=CC=C1)NC1=NC(=NC=C1C1=NC(=NO1)C12CCN(CC1)CC2)NC2=CC=C1C(N3C(C1=C2)COCC3)=O